ClC=1C(N(C=CC1Cl)C1=CC=C(C=C1)N1N=CC(=C1C(F)(F)F)C(=O)N(CC)CC)=O 1-(4-(3,4-dichloro-2-oxopyridin-1(2H)-yl)phenyl)-N,N-diethyl-5-(trifluoromethyl)-1H-pyrazole-4-carboxamide